BrC1=CC(=C(C=C1F)CN)Cl (4-bromo-2-chloro-5-fluoro-phenyl)methanamine